FC1=C(C=CC(=C1C)OC1=CC2=C(N(N=N2)C)C=C1)NC1=NC=NC2=C1N=C(N=C2)N2C[C@@H]([C@H](CC2)C)NC(C=C)=O N-((3R,4S)-1-(8-((2-fluoro-3-methyl-4-((1-methyl-1H-benzo[d][1,2,3]triazol-5-yl)oxy)phenyl)amino)pyrimido[5,4-d]pyrimidin-2-yl)-4-methylpiperidin-3-yl)acrylamide